(S)-3-((8-fluoroquinolin-5-yl)(methyl)amino)pyrrolidine-1-carboxylic acid tert-butyl ester C(C)(C)(C)OC(=O)N1C[C@H](CC1)N(C)C1=C2C=CC=NC2=C(C=C1)F